C(C)(C)(C)OC(N(C=1SC=C(N1)C#C[Si](C)(C)C)C(=O)OC(C)(C)C)=O N-tert-Butoxycarbonyl-N-[4-(2-trimethylsilylethynyl)thiazol-2-yl]carbamic acid tert-butyl ester